NC=1C(NC2=CC(=C(C=C2C1C1=C2C=NNC2=C(C=C1)F)Br)C)=O 3-Amino-6-bromo-4-(7-fluoro-1H-indazol-4-yl)-7-methyl-1H-quinolin-2-one